OC=1C=C2C(N(N(C2=C2C1C=CC=C2)C)C(C)C)=O 5-hydroxy-2-isopropyl-1-methyl-1H-benzo[g]indazol-3(2H)-one